N-Cyclohexyl-5-(2-methyl-4-phenoxyphenyl)-4-oxo-4,5-dihydro-3H-1-thia-3,5,8-triazaacenaphthylene-2-carboxamide C1(CCCCC1)NC(=O)C=1SC=2N=CC=C3N(C(NC1C23)=O)C2=C(C=C(C=C2)OC2=CC=CC=C2)C